(3R,6S)-1-(2-(4'-fluoro-[1,1'-biphenyl]-4-yl)acetyl)-6-methylpiperidine-3-carboxylic acid FC1=CC=C(C=C1)C1=CC=C(C=C1)CC(=O)N1C[C@@H](CC[C@@H]1C)C(=O)O